FC1=CC=C(C(=O)NC2=CC=CC(=N2)C(=O)O)C=C1 6-(4-fluorobenzamido)pyridine-2-carboxylic acid